(3-(3-(Aminomethyl)phenoxy)-5-phenylpiperidin-1-yl)(morpholino)methanone NCC=1C=C(OC2CN(CC(C2)C2=CC=CC=C2)C(=O)N2CCOCC2)C=CC1